C[Sn](C1=CC=C(S1)S1C(=CC=C1)C=1SC(=CC1)[Sn](C)(C)C)(C)C 1,2-bis(5-(trimethylstannyl)thiophen-2-yl)thiophene